(S)-((1-((benzyloxy)methyl)-2,2-difluorocyclopropyl)methoxy)(tert-butyl)diphenylsilane C(C1=CC=CC=C1)OC[C@]1(C(C1)(F)F)CO[Si](C1=CC=CC=C1)(C1=CC=CC=C1)C(C)(C)C